ClC=1C=C2C(N(CCO2)CCC(C)C)=C(C1F)C(=O)OC methyl 7-chloro-6-fluoro-4-isopentyl-2,3-dihydro-1,4-benzoxazine-5-carboxylate